N-(4-morpholinophenyl)aniline O1CCN(CC1)C1=CC=C(C=C1)NC1=CC=CC=C1